O[C@@H]1C[C@@]2(C([C@H]3[C@H]4[C@@H]5CC[C@H]([C@@H](CCCC(C)C)C)[C@]5(CC[C@@H]4[C@]2(CC1)CO3)C)=O)O 3β,5a-Dihydroxy-7β,19-epoxy-cholestan-6-on